(3aR,5r,6aS)-5-(pyrimidin-2-yl)octahydrocyclopenta[c]pyrrole monohydrochloride Cl.N1=C(N=CC=C1)C1C[C@@H]2[C@@H](CNC2)C1